(R)-1-methoxypropan-2-yl 6-(1-(4-fluorobenzamido)ethyl)-3,4-dihydro-1,5-naphthyridine-1(2H)-carboxylate FC1=CC=C(C(=O)NC(C)C=2N=C3CCCN(C3=CC2)C(=O)O[C@@H](COC)C)C=C1